COCC1=CC(=CC2=C1N=CN2COCC[Si](C)(C)C)C(=O)OC methyl 7-(methoxymethyl)-3-(2-trimethylsilylethoxymethyl)benzimidazole-5-carboxylate